C1(=C(C(OC[2H])=C2C=3[C@@]45[C@@H](O2)C(=O)CC[C@H]4[C@@H](CC13)N(C)CC5)[2H])[2H] [2H3]hydrocodone